5-phenyl-6,7-dihydro-5H-pyrrolo[1,2-b][1,2,4]Triazole-2-carboxamide C1(=CC=CC=C1)C1CCC=2N1N=C(N2)C(=O)N